5-{[(5-chlorothiophen-2-yl)methyl](methyl)amino}-1-(2,2-dimethylpropanoyl)-3-[1-(morpholine-4-carbonyl)-6-oxopiperidin-3-yl]-1H-pyrazole-4-carbonitrile ClC1=CC=C(S1)CN(C1=C(C(=NN1C(C(C)(C)C)=O)C1CN(C(CC1)=O)C(=O)N1CCOCC1)C#N)C